cis-8,9-dibromo-2,4-dimethyl-2,3,4,5-tetrahydro-1H-naphtho[2,3-d]azepine-6,11-dione BrC=1C=C2C(C3=C(C[C@@H](N[C@@H](C3)C)C)C(C2=CC1Br)=O)=O